[Na+].NC1=CC=C(C=2C=CC=C(C12)S(=O)(=O)O)S(=O)(=O)[O-] 4-amino-1,5-naphthalenedisulfonic acid monosodium salt